tert-butyl (2S)-2-[[7-benzyloxy-4-(4-fluorophenyl)-3-isopropenyl-2-quinolyl] amino]propanoate C(C1=CC=CC=C1)OC1=CC=C2C(=C(C(=NC2=C1)N[C@H](C(=O)OC(C)(C)C)C)C(=C)C)C1=CC=C(C=C1)F